ClC1=NC=C(C(=N1)NCC1=CC=C(C=C1)C=1N(C=C(N1)C(F)(F)F)C(C)C)I 2-chloro-5-iodo-N-(4-(1-isopropyl-4-(trifluoromethyl)-1H-imidazol-2-yl)benzyl)pyrimidin-4-amine